((2S,5R)-2,5-dimethyl-4-((S)-1-(3-methylquinoxalin-6-yl)ethyl)piperazin-1-yl)-4-methyl-2,4-dihydro-5H-pyrazolo[4,3-d]pyrimidin-5-one C[C@@H]1N(C[C@H](N(C1)[C@@H](C)C=1C=C2N=C(C=NC2=CC1)C)C)N1N=C2C(N(C(N=C2)=O)C)=C1